2-(1-(1-(3-isopropyl-1,2,4-oxadiazol-5-yl)piperidin-4-yl)ethoxy)-5-(2-chloropyridin-4-yl)thiazolo[5,4-b]pyridine C(C)(C)C1=NOC(=N1)N1CCC(CC1)C(C)OC=1SC2=NC(=CC=C2N1)C1=CC(=NC=C1)Cl